N-(3-(1-cyclopropyl-1H-pyrazol-4-yl)phenyl)-4-hydroxy-N-((4-(4-methoxy-3-methylphenyl)cyclohexyl)methyl)cyclohexanecarboxamide C1(CC1)N1N=CC(=C1)C=1C=C(C=CC1)N(C(=O)C1CCC(CC1)O)CC1CCC(CC1)C1=CC(=C(C=C1)OC)C